fluoro-3,6-dioxaheptanoic acid FC(C(=O)O)OCCOC